rac-trans-N-methyl-N-(4-((4-methylpyrrolidin-3-yl)methoxy)phenyl)methanesulfonamide CN(S(=O)(=O)C)C1=CC=C(C=C1)OC[C@@H]1CNC[C@H]1C |r|